B(O)O.[Si] silicon boronic acid